[F-].[Ce+3].[F-].[F-] cerous fluoride